(1R,3S)-3-(3-{[(5-methyl-1,3-thiazol-2-yl)acetyl]amino}-1H-pyrazol-5-yl)cyclopentyl propan-2-ylcarbamate CC(C)NC(O[C@H]1C[C@H](CC1)C1=CC(=NN1)NC(CC=1SC(=CN1)C)=O)=O